(4-(4-methoxy-3-methylphenyl)bicyclo[2.2.2]oct-1-yl)methanol COC1=C(C=C(C=C1)C12CCC(CC1)(CC2)CO)C